isoflavanone O1CC(C(C2=CC=CC=C12)=O)C1=CC=CC=C1